(7-(1-((6-(3,3-Difluoroazetidin-1-yl)pyridin-2-yl)methyl)-1H-1,2,3-triazole-4-yl)-3H-imidazo[4,5-b]pyridin-5-yl)-2-methylbenzonitrile FC1(CN(C1)C1=CC=CC(=N1)CN1N=NC(=C1)C1=C2C(=NC(=C1)C=1C(=C(C#N)C=CC1)C)NC=N2)F